N-[3-amino-4-(2-chloro-5-fluorophenoxy)-1H-indazol-5-yl]-3-fluoro-5-(trifluoromethyl)benzamide NC1=NNC2=CC=C(C(=C12)OC1=C(C=CC(=C1)F)Cl)NC(C1=CC(=CC(=C1)C(F)(F)F)F)=O